2-(4-(5-(2,4-bis(trifluoromethyl)benzyl)-2-(2,6-diethylphenyl)-6,6-dimethyl-2,4,5,6-tetrahydropyrrolo[3,4-c]pyrazol-3-yl)-7-fluoro-1H-indole-1-carbonyl)benzyl dihydrogen phosphate P(=O)(OCC1=C(C=CC=C1)C(=O)N1C=CC2=C(C=CC(=C12)F)C1=C2C(=NN1C1=C(C=CC=C1CC)CC)C(N(C2)CC2=C(C=C(C=C2)C(F)(F)F)C(F)(F)F)(C)C)(O)O